2-((5-acrylamido-2-methoxy-4-(piperazin-1-yl)phenyl)amino)-4-(1-methyl-1H-indol-3-yl)pyrimidine-5-carboxylic acid isopropyl ester C(C)(C)OC(=O)C=1C(=NC(=NC1)NC1=C(C=C(C(=C1)NC(C=C)=O)N1CCNCC1)OC)C1=CN(C2=CC=CC=C12)C